BrC=1C(=CC2=C(N(N=N2)C2=CC=C(C=C2)OC(C)C)C1)F 6-bromo-5-fluoro-1-(4-isopropoxyphenyl)-1H-benzo[d][1,2,3]triazole